NC1=C(C=CC=C1)NC(C1=CC=C(C=C1)CCCN1CCC(CC1)CN[C@H]1[C@@H](C1)C1=CC(=C(C=C1)F)F)=O N-(2-aminophenyl)-4-(3-(4-((((1R,2S)-2-(3,4-difluorophenyl)cyclopropyl)amino)methyl)piperidin-1-yl)propyl)benzamide